BrC=1C=C(C(=NC1)F)OC 5-Bromo-2-fluoro-3-methoxypyridine